3-(3-amino-2-phenyl-propyl)-5,5-dimethyl-pyrrolidin-2-one NCC(CC1C(NC(C1)(C)C)=O)C1=CC=CC=C1